CC=1C=C(C(=O)NCC(=O)O)C=CC1 (3-METHYLBENZOYL)GLYCINE